C1(=CC=CC=C1)C1=NC(=CC(=N1)C1=C(C=CC=C1)C1=CC=C2C=3C=CC(=CC3C3(C2=C1)CCCCC3)C#N)C3=CC=CC=C3 7'-(2-(2,6-diphenylpyrimidin-4-yl)phenyl)spiro[cyclohexane-1,9'-fluorene]-2'-carbonitrile